Cl.NCC=1C(NC(=CC1SC)C)=O 3-(aminomethyl)-6-methyl-4-methylsulfanyl-1H-pyridin-2-one hydrochloride salt